CC1=CC=CC(=N1)C1=C(N=CN1)C=1C=C2C(=CC=NC2=CC1)C(=O)OCC1CCNCC1 4-piperidylmethyl 6-[5-(6-methyl-2-pyridyl)-1H-imidazol-4-yl]quinoline-4-carboxylate